L-seryl-L-phenylalanine methyl ester COC([C@@H](NC([C@@H](N)CO)=O)CC1=CC=CC=C1)=O